N1(CCC1)C(CN1N=CC2=NC=C(C=C21)C2=CC(=C(C=C2)F)OC(F)F)=O 1-(Azetidin-1-yl)-2-[6-[3-(difluoromethoxy)-4-fluoro-phenyl]pyrazolo[4,3-b]pyridin-1-yl]ethanone